FC1CCN(C2(CN(C2)C(=O)OC(C)(C)C)C1)C(=O)OCC1=CC=CC=C1 5-benzyl 2-(tert-butyl) 8-fluoro-2,5-diazaspiro[3.5]nonane-2,5-dicarboxylate